O.P(=O)([O-])([O-])[O-].[Fe+2].[Mn+2] Manganese iron phosphate hydrate